4-(5-[6-(piperidin-1-yl)pyridin-3-yl]thiophen-2-ylmethyl)-2,4-dihydro-3H-1,2,4-triazol-3-one hydrochloride Cl.N1(CCCCC1)C1=CC=C(C=N1)C1=CC=C(S1)CN1C(NN=C1)=O